bis(4-amino-3-hydroxy-6-trifluoromethylphenyl)hexafluoropropane NC1=C(C=C(C(=C1)C(F)(F)F)C(C(F)(F)F)(C(F)(F)F)C1=CC(=C(C=C1C(F)(F)F)N)O)O